ClC1=NC=C(C=C1)[C@@H]1[C@H](C1)B1OC(C(O1)(C)C)(C)C 2-chloro-5-((1S,2S)-2-(4,4,5,5-tetramethyl-1,3,2-dioxaborolan-2-yl)cyclopropyl)pyridine